(S)-4-(11-(3-Aminopyrrolidin-1-yl)-7,8,9,10-tetrahydro-6H-cyclohepta[b]quinolin-2-yl)-N-(4-((4-methylpiperazin-1-yl)sulfonyl)phenyl)pyridin-2-amine hydrochloride Cl.N[C@@H]1CN(CC1)C1=C2C(=NC3=CC=C(C=C13)C1=CC(=NC=C1)NC1=CC=C(C=C1)S(=O)(=O)N1CCN(CC1)C)CCCCC2